CO[C@@H](CNC1=C2C(=NC(=C1)N)C=C(S2)C2=CC=NN2)C (R)-N7-(2-methoxypropyl)-2-(1H-pyrazol-5-yl)thieno[3,2-b]pyridine-5,7-diamine